CC1=C(C=C(C=C1)N1CC2CCC(C1)N2C(=O)OC(C)(C)C)C(NC2(CC2)C2=C1C=CC(=NC1=CC(=C2)OS(=O)(=O)C(F)(F)F)C)=O tert-Butyl 3-(4-methyl-3-((1-(2-methyl-7-(((trifluoromethyl)sulfonyl)oxy)quinolin-5-yl)cyclopropyl)carbamoyl)phenyl)-3,8-diazabicyclo[3.2.1]octane-8-carboxylate